ClC=1C=C2C(=NC(=NC2=CC1)N=C(N)N)C=1C=C(C=CC1)N1CCN(CC1)CCC(=O)O 3-(4-(3-(6-chloro-2-(diaminomethyleneamino)quinazolin-4-yl)phenyl)piperazin-1-yl)propanoic acid